(R)-N-(1-(5-fluoro-2-(2,2,2-trifluoroethoxy)phenyl)ethyl)-3-(1H-pyrazol-4-yl)pyrazolo[1,5-a]pyrimidin-5-amine FC=1C=CC(=C(C1)[C@@H](C)NC1=NC=2N(C=C1)N=CC2C=2C=NNC2)OCC(F)(F)F